2-hydroxypropyl para-nitrophenyl phosphate P(=O)(OCC(C)O)(OC1=CC=C(C=C1)[N+](=O)[O-])[O-]